5-allylcarbamoylisophthalic acid C(C=C)NC(=O)C=1C=C(C=C(C(=O)O)C1)C(=O)O